CC1=NNC(=C1C1=CC=C(C(=O)O)C=C1)C.CS(=O)(=O)C1=CC=C(C=C1)CC1CC2(CN(C2)C(=O)N2CC3(C2)CC(C3)C=3C=NC(=CC3)C(F)(F)F)C1 [6-[(4-methylsulfonylphenyl)methyl]-2-azaspiro[3.3]heptan-2-yl]-[6-[6-(trifluoromethyl)-3-pyridyl]-2-azaspiro[3.3]heptan-2-yl]methanone 4-(3,5-dimethyl-1H-pyrazol-4-yl)-benzoate